4-[[4-[3-(fluoromethyl)-6-(trifluoromethyl)-2-pyridinyl]phenyl]methyl]morpholin-3-one FCC=1C(=NC(=CC1)C(F)(F)F)C1=CC=C(C=C1)CN1C(COCC1)=O